BrC1=CC=C2C(NC(=NC2=C1)C(=O)O)=O 7-Bromo-4-oxo-3H-quinazoline-2-carboxylic acid